3-((1s,4S)-4-methoxycyclohexyl)oxazolidin-2-one COC1CCC(CC1)N1C(OCC1)=O